BrC1=NC=CC=C1C(C)N1N=NC=2CN(CCC21)C(=O)OC(C)(C)C tert-butyl 1-[1-(2-bromopyridin-3-yl) ethyl]-1H,4H,5H,6H,7H-[1,2,3]triazolo[4,5-c]pyridine-5-carboxylate